2-{[1,3-Dihydroxy-2-(hydroxymethyl)-2-propanyl]amino}-1-propanesulfonic acid OCC(CO)(CO)NC(CS(=O)(=O)O)C